4-oxopentanoic acid benzyl ester C(C1=CC=CC=C1)OC(CCC(C)=O)=O